2-((3,5-dicyano-4-ethyl-6-(pyrrolo[3,4-c]pyrazol-5(1H,4H,6H)-yl)pyridin-2-yl)thio)-2-phenylacetamide C(#N)C=1C(=NC(=C(C1CC)C#N)N1CC=2NN=CC2C1)SC(C(=O)N)C1=CC=CC=C1